diprenyl-glycerin tert-butyl-(S)-(1-(methoxy(methyl)amino)-1-oxo-3-(2-oxotetrahydropyrimidin-1(2H)-yl)propan-2-yl)carbamate C(C)(C)(C)N(C(O)=O)[C@H](C(=O)N(C)OC)CN1C(NCCC1)=O.C(C=C(C)C)C(C(C(O)CC=C(C)C)O)O